O=C1C(N(CCC1)C(=O)OC(C)(C)C)C(=O)OCC tert-butyl ethyl 3-oxopiperidin-1,2-dicarboxylate